N-(3-(2-chloro-5-fluorophenyl)-7-ethyl-1-carbonyl-2,3-dihydro-1H-pyrrolo[3,4-f]quinolin-4-yl)-3-hydroxy-3-(trifluoromethyl)indoline-2,2-d2-1-carboxamide ClC1=C(C=C(C=C1)F)C1NC(C2=C3C=CC(=NC3=CC(=C21)NC(=O)N2C(C(C1=CC=CC=C21)(C(F)(F)F)O)([2H])[2H])CC)=C=O